CC1=C(NC=CC=C1)C(=O)O 3-methylazepine-2-carboxylic acid